C(C1=CC=CC=C1)NC=1C(N(C(=CN1)C1=CC=CC=C1)CC(=O)O)=O 2-(3-(benzylamino)-2-oxo-6-phenylpyrazin-1(2H)-yl)acetic acid